FC1=CC=C(C=C1)C(O)C1=NC2=CC=CC=C2C(=N1)NC1=NNC(=C1)C (4-fluorophenyl)(4-((5-methyl-1H-pyrazol-3-yl)amino)quinazolin-2-yl)methanol